ClC=1C(=NC(=NC1)NC1=C(C=CC=C1)S(=O)(=O)N)C=1C=NN(C1)CC(C)(C)O ((5-chloro-4-(1-(2-hydroxy-2-methylpropyl)-1H-pyrazol-4-yl)pyrimidin-2-yl)amino)benzenesulfonamide